1-(5-((4-(1-acetylpiperidin-4-yl)-5-chloropyrimidin-2-yl)amino)pyridin-3-yl)pyrrolidin-2-one C(C)(=O)N1CCC(CC1)C1=NC(=NC=C1Cl)NC=1C=C(C=NC1)N1C(CCC1)=O